O1CC[C@@H](C2=C1C=CC=C2)NC(=O)C2=C(C1=NC=CC(=C1S2)C(=C)OCC)N(C)C N-[(4S)-3,4-dihydro-2H-1-benzopyran-4-yl]-3-(dimethylamino)-7-(1-ethoxyvinyl)thieno[3,2-b]pyridine-2-carboxamide